di-n-butyl-4-methoxypyridine-2,6-dicarboxylate C(CCC)OC(=O)C1=NC(=CC(=C1)OC)C(=O)OCCCC